C(#N)C=1C=C2C(=NC1)N(N=C2N2CC(CC2)NC(C=C)=O)C2=CC=C(C=C2)C(F)(F)F N-(1-(5-cyano-1-(4-(trifluoromethyl)phenyl)-1H-pyrazolo[3,4-b]pyridin-3-yl)pyrrolidin-3-yl)acrylamide